tert-butyl ((6-(2-chloro-3-(1H-indazol-7-yl)phenyl)-2-methoxypyridin-3-yl)methyl)((cis-3-hydroxycyclobutyl)methyl)carbamate ClC1=C(C=CC=C1C=1C=CC=C2C=NNC12)C1=CC=C(C(=N1)OC)CN(C(OC(C)(C)C)=O)C[C@@H]1C[C@@H](C1)O